COC=1C=C(C=C(C1)C(=O)N1CCCC1)NC1=NC=C(C(=N1)NC=1C=CC2=C(NC(O2)=O)C1)C 5-(2-(3-methoxy-5-(pyrrolidine-1-carbonyl)phenylamino)-5-methylpyrimidin-4-ylamino)benzo[d]oxazol-2(3H)-one